2-(6-methylpyridin-3-yl)-N-(2-morpholinyl-5-(piperidin-1-yl)oxazolo[4,5-b]pyridin-6-yl)oxazole-4-carboxamide CC1=CC=C(C=N1)C=1OC=C(N1)C(=O)NC=1C=C2C(=NC1N1CCCCC1)N=C(O2)N2CCOCC2